1,1,1-tris(4-hydroxyphenyl)methane 2-cyclohexylethyl-rac-(1S,4S)-4-(1,5-dimethylpyrazol-4-yl)-1-methyl-3,4-dihydro-1H-isoquinoline-2-carboxylate C1(CCCCC1)CCOC(=O)N1[C@H](C2=CC=CC=C2[C@H](C1)C=1C=NN(C1C)C)C.OC1=CC=C(C=C1)C(C1=CC=C(C=C1)O)C1=CC=C(C=C1)O |r|